rac-4-(2-((3aR,5s,6aS)-5-((5-fluoropyridin-3-yl)oxy)hexahydrocyclopenta[c]pyrrol-2(1H)-yl)-1-hydroxyethyl)phenol FC=1C=C(C=NC1)OC1C[C@@H]2[C@@H](CN(C2)CC(O)C2=CC=C(C=C2)O)C1